BrC=1C=C2C(=CNC2=CC1)C(C=1N=C(SC1)C1=CC=CC=C1)C1=CNC2=CC=C(C=C12)Br 4-(bis(5-bromo-1H-indol-3-yl)methyl)-2-phenylthiazole